3-(2-chloro-5-fluoropyrimidin-4-yl)-N-phenylimidazo[1,2-a]Pyridine-6-amine ClC1=NC=C(C(=N1)C1=CN=C2N1C=C(C=C2)NC2=CC=CC=C2)F